Cyclopropane-1,1-dicarboxylic acid [4-(6,7-di-methoxy-quinolin-4-yloxy)-phenyl]amide (4-fluoro-phenyl)amide FC1=CC=C(C=C1)NC(=O)C1(CC1)C(=O)NC1=CC=C(C=C1)OC1=CC=NC2=CC(=C(C=C12)OC)OC